COCCOCC1=C(C(=O)O)C=CC(=N1)C(F)(F)F 2-((2-methoxyethoxy)methyl)-6-(trifluoromethyl)nicotinic acid